CC(C(=O)SCCNC(CCNC([C@@H](C(COP(OP(OC[C@@H]1[C@H]([C@H]([C@@H](O1)N1C=NC=2C(N)=NC=NC12)O)OP(=O)(O)O)(=O)O)(=O)O)(C)C)O)=O)=O)(CC)C 2,2-dimethylbutyryl-coenzyme A